(S)-2-methoxy-2-phenylacetic acid-1-benzylpiperidin-4-yl ester C(C1=CC=CC=C1)N1CCC(CC1)OC([C@H](C1=CC=CC=C1)OC)=O